S1C(=NC2=C1C=CC=C2)N\N=C\C2C(C1=CC=CC=C1C2)=O (E)-2-((2-(benzo[d]thiazol-2-yl)hydrazineylidene)methyl)-2,3-dihydro-1H-inden-1-one